tert-butyl (2S,5R)-4-((Z)-2-amino-1-(4-fluorophenyl)-2-(hydroxyimino)ethyl)-2,5-dimethylpiperazine-1-carboxylate N\C(\C(C1=CC=C(C=C1)F)N1C[C@@H](N(C[C@H]1C)C(=O)OC(C)(C)C)C)=N/O